COC(=O)C=1C=C2C=C(C(=NC2=CC1)N)C 2-amino-3-methylquinoline-6-carboxylic acid methyl ester